ClC1=C(C=CC=C1)NC1=NC(=NC=C1)NC1=CC=CC=C1 N4-(2-Chlorophenyl)-N2-phenylpyrimidine-2,4-diamine